3-bromo-5-isopropyl-1-[4-(trifluoromethoxy)phenyl]pyrazole BrC1=NN(C(=C1)C(C)C)C1=CC=C(C=C1)OC(F)(F)F